C(C)(C)(C)OC(=O)C1=CC2=CC(=CC=C2C=C1)CBr 7-(bromomethyl)naphthalene-2-carboxylic acid tert-butyl ester